ClC=1C=C2C(=CNC2=CC1)CCNC(C=C(CCC(=O)O)CCC(=O)O)=O.BrC1=C(C(=CC(=C1)C(F)(F)F)C)I 1-bromo-2-iodo-3-methyl-5-(trifluoromethyl)benzene 2-(2-((2-(5-chloro-1H-indol-3-yl)ethyl)amino)-2-oxoethylidene)propane-1,3-diyl-diacetate